3-[1-(2,2,3,3,3-pentafluoropropyl)-1H-pyrazol-4-yl]-2-(trifluoromethyl)-4H-pyrazino[1,2-a]pyrimidin-4-one FC(CN1N=CC(=C1)C1=C(N=C2N(C1=O)C=CN=C2)C(F)(F)F)(C(F)(F)F)F